3-(((3aS,7aR)-7a-fluoro-1-oxooctahydro-2H-pyrrolo[3,4-c]pyridin-2-yl)methyl)benzoic acid F[C@@]12[C@@H](CNCC1)CN(C2=O)CC=2C=C(C(=O)O)C=CC2